2'-(4,5-Dimethyl-1H-imidazol-2-yl)-3,4'-bipyridin CC=1N=C(NC1C)C1=NC=CC(=C1)C=1C=NC=CC1